ClCCCC(CCCCl)(N)C#C[Si](C)(C)C 1,7-dichloro-4-((trimethylsilyl)ethynyl)heptan-4-amine